(5S)-{[2-(4-carboxyphenyl)ethyl][2-(2-{[3-chloro-4'-(trifluoromethyl)biphenyl-4-yl]methoxy}-phenyl)ethyl]amino}-5,6,7,8-tetrahydro-quinoline-2-carboxylic acid C(=O)(O)C1=CC=C(C=C1)CCN(CCC1=C(C=CC=C1)OCC1=C(C=C(C=C1)C1=CC=C(C=C1)C(F)(F)F)Cl)C=1C(=NC=2CCCCC2C1)C(=O)O